C(C)(C)C1=CC(=NN1)C(=O)NCC=1SC(=NN1)C1=CC=CC=C1 5-isopropyl-N-[(5-phenyl-1,3,4-thiadiazol-2-yl)methyl]-1H-pyrazole-3-carboxamide